BrC1=CC(=C(C(C(=O)O)=C1)C(=O)O)OC 5-bromo-3-methoxy-phthalic acid